2,6-naphthalenedi-carboxylate C1=C(C=CC2=CC(=CC=C12)C(=O)[O-])C(=O)[O-]